C[C@]1(C(NC(CC1)=O)=O)N1C(C2=CC=C(C=C2C1)CNC(OC(C)(C)C)=O)=O tert-butyl (S)-((2-(3-methyl-2,6-dioxopiperidin-3-yl)-1-oxoisoindolin-5-yl)methyl)carbamate